C(C)(CC)C1C(NC2=C(CN1C1=NC=CC=N1)C=CC=C2)=O 3-(sec-butyl)-4-(pyrimidin-2-yl)-1,3,4,5-tetrahydro-2H-benzo[1,4]diazepin-2-one